C(#N)C1=CN=C(N1)C(=O)NC=1C(=NC(=CC1)C1=CC2(C=CC(C1)(O2)C)CO)C2=CCC(CC2)(C)C 5-cyano-N-[2-(4,4-dimethylcyclohexen-1-yl)-6-[1-(hydroxymethyl)-5-methyl-8-oxabicyclo[3.2.1]octa-2,6-dien-3-yl]-3-pyridyl]-1H-imidazole-2-carboxamide